BrC1=C(C=C(C=C1F)N1CCN(CC1)C(=O)OC(C)(C)C)F tert-butyl 4-(4-bromo-3,5-difluorophenyl)piperazine-1-carboxylate